3-(5-(((1S,2S,5R)-2-((4,4-difluorocyclohexyl)amino)-5-fluorocyclohexyl)methyl)-1-oxoisoindolin-2-yl)piperidine-2,6-dione FC1(CCC(CC1)N[C@@H]1[C@H](C[C@@H](CC1)F)CC=1C=C2CN(C(C2=CC1)=O)C1C(NC(CC1)=O)=O)F